BrC=1C(=C2C(=NC1)N=C(N2)C2=C(N(C(=C2)C)C=2C=C(C=CC2)NS(=O)(=O)C)C)N[C@@H]2CN(CC2)S(=O)(=O)CC (S)-N-(3-(3-(6-Bromo-7-((1-(ethylsulfonyl)pyrrolidin-3-yl)amino)-1H-imidazo[4,5-b]pyridin-2-yl)-2,5-dimethyl-1H-pyrrol-1-yl)phenyl)methansulfonamid